m-isopropoxyaniline C(C)(C)OC=1C=C(N)C=CC1